NC1=CC=C(C=C1)[C@@H]1CN(CCC1)C(=O)OC(C)(C)C (R)-tert-Butyl 3-(4-aminophenyl)piperidine-1-carboxylate